5-hexyl-2-[(1R,6R)-3-methyl-6-(prop-1-en-2-yl)cyclohex-2-en-1-yl]benzene-1,3-diol C(CCCCC)C=1C=C(C(=C(C1)O)[C@@H]1C=C(CC[C@H]1C(=C)C)C)O